ClC1=CC=C(O[C@@H](C(=O)OC)C2CCCCC2)C=C1 |r| (±)-Methyl 2-(4-chlorophenoxy)-2-cyclohexylacetate